C(=O)C=1C(=NC(N([C@H]2[C@H](O)[C@H](O)[C@@H](CO)O2)C1)=O)N 5-formylcytidine